5-(4-((6-((2-(1H-1,2,4-triazol-1-yl)ethoxy)methyl)pyridin-3-yl)ethynyl)phenyl)-3-((2-((1S)-1-((tetrahydro-2H-pyran-2-yl)oxy)ethyl)-1H-imidazol-1-yl)methyl)isoxazole N1(N=CN=C1)CCOCC1=CC=C(C=N1)C#CC1=CC=C(C=C1)C1=CC(=NO1)CN1C(=NC=C1)[C@H](C)OC1OCCCC1